BrC1=C(C=CC=C1)C(OC)OC 1-bromo-2-(dimethoxymethyl)benzene